C(C)(C)(C)OC(=O)N1CC2(C1)CC(C2)OC=2C(=NC(=CC2)CNC(C)=O)Cl.CC(C(=O)N)=C METHYL-ACRYLAMIDE tert-butyl-6-((6-(acetamidomethyl)-2-chloropyridin-3-yl)oxy)-2-azaspiro[3.3]heptane-2-carboxylate